tributyl-(2-methylallyl)stannane C(CCC)[Sn](CC(=C)C)(CCCC)CCCC